Di-tert-butyl-[2',4',6'-tri(prop-2-yl)-[1,1'-biphenyl]] C(C)(C)(C)C=1C(=C(C=CC1)C1=C(C=C(C=C1C(C)C)C(C)C)C(C)C)C(C)(C)C